C(C)C1=C2C(=CC(=CC2=CC=C1F)O)C1=CC=C2C(=NC(=NC2=C1F)OC[C@]12CCCN2C[C@@H](C1)F)N1C[C@H]2CC[C@@H](C1)C2F 5-ethyl-6-fluoro-4-(8-fluoro-4-((1R,5S,8R)-8-fluoro-3-azabicyclo[3.2.1]octan-3-yl)-2-(((2R,7aS)-2-fluorotetrahydro-1H-pyrrolizin-7a(5H)-yl)methoxy)quinazolin-7-yl)naphthalen-2-ol